2-(2-((3R,4R)-3-Amino-4-fluoropiperidin-1-yl)-5,6-difluoro-1H-benzo[d]imidazol-1-yl)-1-(octahydroisochinolin-2(1H)-yl)ethan-1-on N[C@@H]1CN(CC[C@H]1F)C1=NC2=C(N1CC(=O)N1CC3CCCCC3CC1)C=C(C(=C2)F)F